BrC1=CC=C(C=C1)C=1N=C(SC1)NC(C1=C(C=C(C=C1)F)NC(=O)C1CCC1)=O N-(4-(4-Bromophenyl)thiazol-2-yl)-2-(cyclobutanecarboxamido)-4-fluorobenzamide